ClC1=CC=2N(N=C1C)C=CN2 7-chloro-6-methylimidazo[1,2-b]pyridazine